ISOBUTYLACETAT C(C(C)C)OC(C)=O